5-amino-3-((2R,3R,5S)-3-hydroxy-5-((S)-1-hydroxypropyl)tetrahydrofuran-2-yl)thiazolo[4,5-d]pyrimidine-2,7(3H,6H)-dione NC=1NC(C2=C(N1)N(C(S2)=O)[C@@H]2O[C@@H](C[C@H]2O)[C@H](CC)O)=O